COC=1C(=NC(=NC1C=1C=NN(C1)C)N1CCC2=CC(=CC=C12)S(=O)(=O)C)NC1=NNC(=C1)C 5-methoxy-N-(5-methyl-1H-pyrazol-3-yl)-6-(1-methyl-1H-pyrazol-4-yl)-2-(5-(methylsulfonyl)indolin-1-yl)pyrimidin-4-amine